tetradecanoyl-coa C(CCCCCCCCCCCCC)(=O)SCCNC(CCNC([C@@H](C(COP(OP(OC[C@@H]1[C@H]([C@H]([C@@H](O1)N1C=NC=2C(N)=NC=NC12)O)OP(=O)(O)O)(=O)O)(=O)O)(C)C)O)=O)=O